C1NCC2=CC(=CC=C12)NC1C(NC(CC1)=O)=O 3-(isoindolin-5-ylamino)piperidine-2,6-dione